FC1=C(CC2=C(C=C(OCC(=O)O)C=C2C(=C)C)C)C=CC(=C1C(C)C)O 2-(4-(2-fluoro-4-hydroxy-3-isopropylbenzyl)-3-methyl-5-(prop-1-en-2-yl)phenoxy)acetic acid